NC=1C=2N(C3=C(N1)C=NC(=C3)C(=O)N3[C@@H]1[C@H](CC4(CC4)C3)OC3=C1C=CC(=C3)C(F)(F)F)C=NC2 (4-aminoimidazo[1,5-a]pyrido[3,4-e]pyrazin-8-yl)((4aS,9bS)-7-(trifluoromethyl)-4a,9b-dihydro-2H-spiro[benzofuro[3,2-b]pyridine-3,1'-cyclopropan]-1(4H)-yl)methanone